(3R)-3-{[2-(4-fluorophenyl)[1,2,4]triazolo[1,5-c]quinazolin-5-yl]amino}azepan-2-one FC1=CC=C(C=C1)C1=NN2C(=NC=3C=CC=CC3C2=N1)N[C@H]1C(NCCCC1)=O